lanthanum-iron oxyhydroxide O(O)O.[Fe].[La]